4-((1R,5S)-3,8-diazabicyclo[3.2.1]octan-3-yl)-7-(8-chloronaphthalen-1-yl)-8-fluoro-2-(((2S,7aS)-2-(trifluoromethyl)tetrahydro-1H-pyrrolizin-7a(5H)-yl)methoxy)pyrido[4,3-d]pyrimidine [C@H]12CN(C[C@H](CC1)N2)C=2C1=C(N=C(N2)OC[C@]23CCCN3C[C@H](C2)C(F)(F)F)C(=C(N=C1)C1=CC=CC2=CC=CC(=C12)Cl)F